FC1(OC=2C(=CC=3C(NCC3C2)=O)O1)F 2,2-DIFLUORO-5H-[1,3]DIOXOLO[4,5-F]ISOINDOL-7-ONE